BrC1=CC=C(C=C1)NC(=O)NCCCCN1CCCCC1 N-(4-bromophenyl)-N'-[4-(1-piperidyl)butyl]-urea